((6-((dimethylamino)methyl)-5-(tetrahydrofuran-3-yl)pyridin-2-yl)amino)-1-oxo-4-(4,4,5,5-tetramethyl-1,3,2-dioxaborolan-2-yl)isoindoline-2-carboxylic acid tert-butyl ester C(C)(C)(C)OC(=O)N1C(C2=CC=CC(=C2C1NC1=NC(=C(C=C1)C1COCC1)CN(C)C)B1OC(C(O1)(C)C)(C)C)=O